CC(CCCC(C)=O)CCCC(CCCC(C)C)C 6,10,14-Trimethylpentadecan-2-one